butyl (2-mercaptoethyl)carbamate SCCNC(OCCCC)=O